8-chloro-4-(3,3-difluoropyrrolidin-1-yl)-7,9-dimethyl-pyrido[3',2':4,5]thieno[3,2-d]pyrimidine hydrochloride Cl.ClC1=C(C2=C(SC3=C2N=CN=C3N3CC(CC3)(F)F)N=C1C)C